OC[C@H](C[C@H]1C(NCC1)=O)NC([C@H](CC(C)C)NC(OC1CCC(CC1)(C)C)=O)=O 4,4-Dimethylcyclohexyl ((S)-1-(((S)-1-hydroxy-3-((S)-2-oxopyrrolidin-3-yl)propan-2-yl)amino)-4-methyl-1-oxopentan-2-yl)carbamate